6-bromo-5-nitro-1,3-benzothiazole BrC1=CC2=C(N=CS2)C=C1[N+](=O)[O-]